N-(dodecylphenyl)urea C(CCCCCCCCCCC)C1=C(C=CC=C1)NC(=O)N